C1[C@@H]([C@H]([C@@H](OC1(C(=O)[O-])O)[C@@H]([C@@H](CO)O)O)NC(=O)CO)O The molecule is a member of N-acylneuraminates. It has a role as a human metabolite and a mouse metabolite. It is a conjugate base of a N-glycoloylneuraminic acid.